C(C)(C)(C)OC(CC=1C=CC(=C(C(=O)OC)C1)OC)=O methyl 5-(2-(tert-butoxy)-2-oxoethyl)-2-methoxybenzoate